tert-butyl (3-amino-2'-methyl-[1,1'-biphenyl]-4-yl)carbamate NC=1C=C(C=CC1NC(OC(C)(C)C)=O)C1=C(C=CC=C1)C